N[Si](Cl)(Cl)Cl Aminotrichlorosilane